4-cyano-5-(2,6-dichloro-4-(6-(difluoromethyl)-3,5-dioxo-4,5-dihydro-1,2,4-triazin-2(3H)-yl)phenoxy)-2-hydroxy-N-((1r,3r)-3-hydroxycyclobutyl)benzenesulfonamide C(#N)C1=CC(=C(C=C1OC1=C(C=C(C=C1Cl)N1N=C(C(NC1=O)=O)C(F)F)Cl)S(=O)(=O)NC1CC(C1)O)O